2-(4-((3-(4-(tert-butyl)phenyl)-2,5-dioxoimidazolin-1-yl)methyl)-2,6-dimethylphenoxy)-2-methylpropanoic acid C(C)(C)(C)C1=CC=C(C=C1)N1C(N(C(C1)=O)CC1=CC(=C(OC(C(=O)O)(C)C)C(=C1)C)C)=O